1-(7-{[5,5-dimethyl-8-(5-methyl-1H-1,2,3-triazol-1-yl)-5H-chromeno[3,4-d]pyrimidin-3-yl]amino}-1H,2H,3H-pyrido[2,3-b][1,4]oxazin-1-yl)-2-(dimethylamino)ethan-1-one CC1(OC=2C=C(C=CC2C=2C1=NC(=NC2)NC2=CC1=C(OCCN1C(CN(C)C)=O)N=C2)N2N=NC=C2C)C